FC(COC(=O)C1=NN(C=C1)COCC[Si](C)(C)C)(F)F 1-(2-trimethylsilyl-ethyl-Oxymethyl)pyrazole-3-carboxylic acid-2,2,2-trifluoroethyl ester